N-(2-((S)-4-cyclopropyl-3-methyl-piperazin-1-yl)-5-((6-((R)-3-(3'-fluoro-[1,1'-biphenyl]-3-yl)isoxazolidin-2-yl)pyrimidin-4-yl)amino)-4-methoxyphenyl)acrylamide C1(CC1)N1[C@H](CN(CC1)C1=C(C=C(C(=C1)OC)NC1=NC=NC(=C1)N1OCC[C@@H]1C=1C=C(C=CC1)C1=CC(=CC=C1)F)NC(C=C)=O)C